5-(3-(((tetrahydro-2H-pyran-4-yl)sulfonyl)ethynyl)-5-(trifluoromethoxy)phenoxy)-1H-1,2,3-triazole-4-carboxylic acid O1CCC(CC1)S(=O)(=O)C#CC=1C=C(OC2=C(N=NN2)C(=O)O)C=C(C1)OC(F)(F)F